C(C1CO1)OC(CCCCCCCCCCC)=O.C(C=C)(=O)O acrylic acid glycidyl-laurate